(4-methoxy-5-trimethylstannanyl-pyridin-2-yl)-methanone COC1=CC(=NC=C1[Sn](C)(C)C)C=O